COC(=O)C=1C=C(C(=O)C2=CC(=C(C=C2)C(=O)OC)C(=O)OOC(C)(C)C)C=CC1C(=O)OOC(C)(C)C 3,4'-di(methoxycarbonyl)-4,3'-di(tert-butylperoxycarbonyl)benzophenone